FC1=CC=C(C=C1)[C@H](C(=O)NC1=NC=CC(=C1)C1=C(C=2C(N(C=C(C2N1)CC(F)(F)F)C)=O)C1=CC=CC=C1)C (2R)-2-(4-Fluorophenyl)-N-{4-[5-methyl-4-oxo-3-phenyl-7-(2,2,2-trifluoroethyl)-4,5-dihydro-1H-pyrrolo[3,2-c]pyridin-2-yl]pyridin-2-yl}propanamid